S1C(=NC=C1)CCCC=O 4-(thiazol-2-yl)butan-1-one